O[C@]1(CC(N(CC1)C(=O)OC(C)(C)C)(C)C)CN1C=NC(=CC1=O)C1=CC=CC=C1 (R,S)-tert-Butyl 4-hydroxy-2,2-dimethyl-4-((6-oxo-4-phenylpyrimidin-1(6H)-yl)methyl)piperidine-1-carboxylate